1-(6-ethyl-2,6-dimethylcyclohex-1,3-dien-1-yl)-2-methylbut-2-en-1-one C(C)C1(CC=CC(=C1C(C(=CC)C)=O)C)C